C(C)OC(=O)C=1C(=NN2C1N=CC=C2)C=2C=NC=C(C2)C2CC2 2-(5-Cyclopropylpyridin-3-yl)pyrazolo[1,5-a]pyrimidine-3-carboxylic acid ethyl ester